CNC(C1=CC(=CC=C1)[C@@H](C)N1C=NC2=CC(=CC=C2C1=O)C=1C=NNC1C(F)(F)F)=O (R)-N-Methyl-3-(1-(4-oxo-7-(5-(trifluoromethyl)-1H-pyrazol-4-yl)quinazolin-3(4H)-yl)ethyl)benzamide